dilithiobutane [Li]C(C(C)[Li])C